N1(N=NNC1)C(=O)N tetrazolineamide